ClC=1C(N(C(=CC1OCC1=NC=C(C=C1F)F)C)C1=C(N=NC(=C1)C1=NC(=NC=C1)C(C)(C)O)C)=O 3-chloro-4-((3,5-difluoropyridin-2-yl)methoxy)-1-(6-(2-(2-hydroxypropan-2-yl)pyrimidin-4-yl)-3-methylpyridazin-4-yl)-6-methylpyridin-2(1H)-one